COC1=CC(=C2C(=C1)OC(=C(C2=O)O)C3=CC(=C(C(=C3)OC)O)OC)O The molecule is a trimethoxyflavone that is myricetin in which the hydroxy groups at position 7, 3' and 5' have been replaced by methoxy groups. It has a role as a plant metabolite. It is a trihydroxyflavone and a trimethoxyflavone. It derives from a myricetin.